2-(6-(3,5-dimethylisoxazol-4-yl)-7-methoxy-2-(piperidin-1-yl)quinolin-3-yl)pyrrolidine-1-carboxylic acid tert-butyl ester C(C)(C)(C)OC(=O)N1C(CCC1)C=1C(=NC2=CC(=C(C=C2C1)C=1C(=NOC1C)C)OC)N1CCCCC1